di(tert-butoxycarbonyl)aminopotassium C(C)(C)(C)OC(=O)N(C(=O)OC(C)(C)C)[K]